FC(C1=CC=C(C=C1)N1N=C(C=C1C(C)OC)N1CCN(CC1)CCN1CCOCC1)F 4-[2-[4-[1-[4-(difluoromethyl)phenyl]-5-(1-methoxyethyl)pyrazol-3-yl]piperazin-1-yl]ethyl]morpholine